CN(C1(CCC2(CN(C(N2)=O)CC(C(=O)N)(C)C)CC1)C1=CC=CC=C1)C 3-(8-Dimethylamino-2-oxo-8-phenyl-1,3-diazaspiro[4.5]decan-3-yl)-2,2-dimethyl-propionamide